C(C)N(CCOC(C1=CC=C(C=C1)[N+](=O)[O-])=O)CC 4-nitrobenzoic acid-2-(diethylamino)ethyl ester